5-methyl-N-prop-2-ynyl-1,3-thiazol-2-amine CC1=CN=C(S1)NCC#C